5-(3-amino-1-(6-methylpyridin-2-yl)-1H-pyrazol-5-yl)pyrazolo[1,5-a]pyridine-3-carboxamide NC1=NN(C(=C1)C1=CC=2N(C=C1)N=CC2C(=O)N)C2=NC(=CC=C2)C